1-((cis)-bicyclo[3.1.0]hexan-3-yl)-4-((5-(3-fluorophenyl)-1,3,4-thiadiazol-2-yl)methyl)piperazine-2,3-dione C12CC(CC2C1)N1C(C(N(CC1)CC=1SC(=NN1)C1=CC(=CC=C1)F)=O)=O